N-[(4-{7-cyano-1-[(4-methoxyphenyl)methyl]-1H-indazol-6-yl}phenyl)methyl]-2-methoxybenzamide C(#N)C=1C(=CC=C2C=NN(C12)CC1=CC=C(C=C1)OC)C1=CC=C(C=C1)CNC(C1=C(C=CC=C1)OC)=O